tert-Butyl 7-chloro-1-[5-(1,3-dioxolan-2-yl)-2-methyl-3-thienyl]-3,4-dihydroisoquinoline-2(1H)-carboxylate ClC1=CC=C2CCN(C(C2=C1)C1=C(SC(=C1)C1OCCO1)C)C(=O)OC(C)(C)C